NC([C@H](CS(=O)(=O)C)NC(=O)C1=C(OC2=C1C=C(C=C2)OCC2=C(N=CS2)C)C)=O (R)-N-(1-amino-3-(methylsulfonyl)-1-oxopropan-2-yl)-2-methyl-5-((4-methylthiazol-5-yl)methoxy)benzofuran-3-carboxamide